C1(CCC(CC1)O)O cyclohexane-1,4-diol